fluoro-2'-methyluridine F[C@@]1([C@](O)([C@H](O)[C@@H](CO)O1)C)N1C(=O)NC(=O)C=C1